FC1=CC=2C(NC=3C=CN4N=CC(C(NC[C@H]5COC2C(=C1)O5)=O)=C4N3)C (12S)-6-fluoro-3-methyl-10,24-dioxa-2,14,18,19,22-pentaazapentacyclo[14.5.2.18,12.04,9.019,23]tetracosa-1(22),4(9),5,7,16(23),17,20-heptaen-15-one